COC1=CC=C(CN(C2=C(C=C3C(=N2)C=C(N3COCC[Si](C)(C)C)CN3C(=CC=CC3=O)C3=NC=CC=C3)C)CC3=CC=C(C=C3)OC)C=C1 1-((5-(bis(4-methoxybenzyl)amino)-6-methyl-1-((2-(trimethylsilyl)ethoxy)methyl)-1H-pyrrolo[3,2-b]pyridin-2-yl)methyl)-[2,2'-bipyridyl]-6(1H)-one